4-(5-methyl-1H-indazol-4-yl)-2-(2-(2-propenoyl)-2,6-diazaspiro[3.4]octan-6-yl)-5,6-dihydrospiro[cyclopenta[b]pyridine-7,1'-cyclopropane]-3-carbonitrile CC=1C(=C2C=NNC2=CC1)C1=C2C(=NC(=C1C#N)N1CC3(CN(C3)C(C=C)=O)CC1)C1(CC1)CC2